C(C)N1C(N(N=C1CO)C1=C(C=C2[C@@H]([C@@H](CN(C2=C1)C(C)C)C1=C(C=CC=C1)C)O)F)=O |o1:13,14| 4-Ethyl-2-((3R*,4R*)-6-fluoro-4-hydroxy-1-isopropyl-3-(o-tolyl)-1,2,3,4-tetrahydroquinolin-7-yl)-5-(hydroxymethyl)-2,4-dihydro-3H-1,2,4-triazol-3-one